O=C1N(CCC(N1)=O)C=1C=C(C(=O)N2CCC(CC2)CCC=O)C=CC1OC 3-(1-(3-(2,4-dioxotetrahydropyrimidin-1(2H)-yl)-4-methoxybenzoyl)piperidin-4-yl)propanal